NC(C)C1C2(C1)C1=C(CN(S2(=O)=O)CCC)C=CC(=C1)Cl 2'-(1-aminoethyl)-7-chloro-3-propyl-3,4-dihydrospiro[benzo[d][1,2]thiazine-1,1'-cyclopropane]-2,2-dioxide